C(C)(C)(C)OC(=O)N1CCN(CC1)C1=NC(=NC2=C(C(=C(C=C12)C1CC1)Br)F)OC[C@H]1N(CCC1)C (S)-4-(7-bromo-6-cyclopropyl-8-fluoro-2-((1-methylpyrrolidin-2-yl)methoxy)quinazolin-4-yl)piperazine-1-carboxylic acid tert-butyl ester